(3-(3,5-dimethylphenyl)-3-hydroxycyclobutyl)(methyl)carbamic acid tert-butyl ester C(C)(C)(C)OC(N(C)C1CC(C1)(O)C1=CC(=CC(=C1)C)C)=O